(S)-tert-butyl 3-((5-bromo-1-((2-(trimethylsilyl)ethoxy)methyl)-1H-pyrazol-4-yl)oxy)pyrrolidine-1-carboxylate BrC1=C(C=NN1COCC[Si](C)(C)C)O[C@@H]1CN(CC1)C(=O)OC(C)(C)C